CC=1C=C(C=CC1N)C1=CC(=CC(=C1)C1=CC(=C(C=C1)N)C)C1=CC(=C(C=C1)N)C 1,3,5-Tri(3-methyl-4-aminophenyl)benzen